1-benzyl 2-methyl (2S,3R)-5-(((benzyloxy)amino)methyl)-3-(3-(4,4,5,5-tetramethyl-1,3,2-dioxaborolan-2-yl)propyl)pyrrolidine-1,2-dicarboxylate C(C1=CC=CC=C1)ONCC1C[C@H]([C@H](N1C(=O)OCC1=CC=CC=C1)C(=O)OC)CCCB1OC(C(O1)(C)C)(C)C